FC=1C(=CC=2C3=C(N=NC2C1)N(C(N3C3CCOCC3)=O)C)C=3C=NC(=CC3)[C@@H](C)OCCN3CCC(CC3)OC(F)(F)F (R)-7-fluoro-3-methyl-1-(tetrahydro-2H-pyran-4-yl)-8-(6-(1-(2-(4-(trifluoromethoxy)piperidin-1-yl)ethoxy)ethyl)pyridin-3-yl)-1H-imidazo[4,5-c]cinnolin-2(3H)-one